Cl.ClC1=C(C#N)C=CC(=C1)OC1CCC(CC1)N 2-chloro-4-[[(1r,4r)-4-aminocyclohexyl]oxy]benzonitrile hydrochloride